methyl 4-(4-{3-[(tert-butoxycarbonyl)amino]propanamido}-1-(2,2,2-trifluoroethyl)imidazole-2-amido)-1-methylpyrrole-2-carboxylate C(C)(C)(C)OC(=O)NCCC(=O)NC=1N=C(N(C1)CC(F)(F)F)C(=O)NC=1C=C(N(C1)C)C(=O)OC